FC(C=1C=C(C=CC1)C=1NC=NN1)(F)F 5-(3-trifluoromethylphenyl)-4H-1,2,4-triazole